C(C1=CC=CC=C1)OC(=O)N[C@@H](C(=O)OCC1=CC=CC=C1)CNC(C1=C(C=CC(=C1)C=1C(=NN(C1C)C)C)F)=O (R)-benzyl 2-(((benzyloxy)carbonyl)amino)-3-(2-fluoro-5-(1,3,5-trimethyl-1H-pyrazol-4-yl)benzamido)propanoate